FC([C@](CO)(O)C1=CC=CC=C1)(F)F (S)-3,3,3-trifluoro-2-phenylpropane-1,2-diol